NC=1C(=NC(=C(N1)F)C1=CC=C(C=C1)N1CCOCC1)C=1C=C2C=CNC(C2=C(C1)F)=O 6-(3-amino-5-fluoro-6-(4-morpholinophenyl)pyrazin-2-yl)-8-fluoroisoquinolin-1(2H)-one